C(C(C)(C)C)(=O)OCCCCCCCCCCCCCCCCCC stearyl neopentanoate